COCC1=NC2=CC=C(C=C2C=C1)CN1C[C@H](CC1)OC=1C=C2CN(C(C2=CC1)=O)C1C(NC(CC1)=O)=O 3-(5-(((S)-1-((2-(Methoxymethyl)quinolin-6-yl)methyl)pyrrolidin-3-yl)oxy)-1-oxo-isoindolin-2-yl)piperidine-2,6-dione